FC(S(=O)(=O)NC1=C(C=C(C=C1)B1OC(C(O1)(C)C)(C)C)O[C@@H](C)C1=CC=C(C=C1)F)F 1,1-difluoro-N-(2-((1S)-1-(4-fluorophenyl)ethoxy)-4-(4,4,5,5-tetramethyl-1,3,2-dioxaborolan-2-yl)phenyl)methanesulfonamide